4-(trifluoromethyl)oxazole-5-carboxylic acid ethyl ester C(C)OC(=O)C1=C(N=CO1)C(F)(F)F